3,6-dichloro-N-[(2,4-dimethoxyphenyl)methyl]pyridazin-4-amine ClC=1N=NC(=CC1NCC1=C(C=C(C=C1)OC)OC)Cl